C(C)(C)(C)OC(=O)NC1(CC1)C(=O)NC1=C(C2=C(S1)CC(C2)C(=O)OC)C(C2=C(C=CC=C2)Cl)=O methyl 2-(1-{[(tert-butoxy)carbonyl]amino}cyclopropaneamido)-3-(2-chlorobenzoyl)-4H,5H,6H-cyclopenta[b]thiophene-5-carboxylate